(S)-benzyl 3-(((S)-2-hydroxy-3-(3-(methylsulfonyl)phenoxy)propyl)amino)-1-oxa-8-azaspiro[4.5]decane-8-carboxylate O[C@@H](CN[C@@H]1COC2(C1)CCN(CC2)C(=O)OCC2=CC=CC=C2)COC2=CC(=CC=C2)S(=O)(=O)C